CC1=CC=C(C=N1)C1=C(C=C(C=C1)N)C=1N=NN(N1)C(C1=CC=CC=C1)(C1=CC=CC=C1)C1=CC=CC=C1 4-(6-methylpyrid-3-yl)-3-(2-trityl-2H-tetrazol-5-yl)phenylamine